S([O-])([O-])(=O)=O.[Na+].BrC1=C(N=C(N1)C=1C=NC(=CC1)F)C1=C(C=C(OCC2=NC=C(C=C2F)C(F)(F)F)C=C1)OC.[Na+] 2-[[4-(5-Bromo-2-(6-fluoropyridin-3-yl)-1H-imidazol-4-yl)-3-methoxyphenoxy]methyl]-3-fluoro-5-(trifluoromethyl)pyridine sodium sulfuroate